N-(3-(tert-butyl)-5-(dibutylamino)phenyl)-1-(2,5-dimethoxyphenyl)-5-methyl-1H-1,2,3-triazole-4-carboxamide C(C)(C)(C)C=1C=C(C=C(C1)N(CCCC)CCCC)NC(=O)C=1N=NN(C1C)C1=C(C=CC(=C1)OC)OC